Tert-butyl (E)-41-(5-amino-6H-thieno[3,2-b]azepine-7-carbonyl)-35-((3-cyanophenyl)imino)-4,7,10,13,16,19,22,25,28,31-decaoxa-34,36,41-triazatetratetracont-38-ynoate NC=1CC(=CC2=C(N1)C=CS2)C(=O)N(CC#CCN\C(\NCCOCCOCCOCCOCCOCCOCCOCCOCCOCCOCCC(=O)OC(C)(C)C)=N/C2=CC(=CC=C2)C#N)CCC